3-hydroxy-2,5-pyrrolidinedione OC1C(NC(C1)=O)=O